5-Chloro-2-cyanopyridin-3-yl 3-[4-(4-chloro-3,5-difluorophenyl)-1H-1,2,3-triazol-1-yl]-3-deoxy-2-O-methyl-1-thio-α-D-galactopyranoside ClC1=C(C=C(C=C1F)C=1N=NN(C1)[C@@H]1[C@H]([C@@H](SC=2C(=NC=C(C2)Cl)C#N)O[C@@H]([C@@H]1O)CO)OC)F